CC=1C(=NC=C(C#N)C1)N1CC=2C=C(C=NC2CC1)C(C(F)(F)F)(C)O 5-methyl-6-(3-(1,1,1-trifluoro-2-hydroxypropan-2-yl)-7,8-dihydro-1,6-naphthyridin-6(5H)-yl)nicotinonitrile